2-(1-benzyloxy-2,2-difluoro-but-3-enyl)-5-[6-[(1R)-1-methylpent-4-enoxy]-3-nitro-5-(trifluoromethyl)-2-pyridinyl]-1,3,4-oxadiazole C(C1=CC=CC=C1)OC(C(C=C)(F)F)C=1OC(=NN1)C1=NC(=C(C=C1[N+](=O)[O-])C(F)(F)F)O[C@@H](CCC=C)C